(R)-3-amino-1-(p-tolyl)azepinone N[C@H]1C(N(C=CC=C1)C1=CC=C(C=C1)C)=O